BrC=1SC(=C2C1OCCN2[C@@H](C(=O)OCC)[C@H](C2CCC2)N[S@@](=O)C(C)(C)C)C(=O)OC methyl 7-bromo-4-[(1R)-1-[(S)-[[(S)-tert-butylsulfinyl]amino]-cyclobutyl-methyl]-2-ethoxy-2-oxo-ethyl]-2,3-dihydrothieno[3,4-b][1,4]oxazine-5-carboxylate